CN1C(C2=CC(=CC(=C2C=C1C1=CC=CC2=CN(N=C12)C)C(C)NC1=C(C(=O)O)C=CC=C1)C)=O 2-((1-(2,7-dimethyl-3-(2-methyl-2H-indazol-7-yl)-1-oxo-1,2-dihydroisoquinolin-5-yl)ethyl)amino)benzoic acid